1,3-bis(3,5-dibromophenyl)urea BrC=1C=C(C=C(C1)Br)NC(=O)NC1=CC(=CC(=C1)Br)Br